CC(C)(C1=CC=CC=C1)C1=CC(=CC=C1)C(C)(C)C1=CC=CC=C1 1,3-bis(1-methyl-1-phenylethyl)benzene